C(C)(C)C=1NC=CC1 isopropylAzole